N\C(=C(/C(=O)[O-])\C#N)\C1=CC=CC=C1 (Z)-3-amino-2-cyano-3-phenylprop-2-enoate